((5-fluoro-2,3-dihydrobenzofuran-4-yl)methyl)-8-(5-(trifluoromethyl)benzo[c][1,2,5]thiadiazol-4-yl)-[1,2,4]triazolo[4,3-c]pyrimidin-5-amine FC=1C=CC2=C(CCO2)C1CC1=NN=C2N1C(=NC=C2C2=C(C=CC1=NSN=C12)C(F)(F)F)N